BrC1=CN=C2N1C=C(C=C2)NC2COCC2 3-bromo-N-(tetrahydrofuran-3-yl)imidazo[1,2-a]pyridin-6-amine